CN1C(C(=CC=2CN(CCC12)C)NC1=NC=CC(=N1)NC1=C(C=CC=C1)S(=O)(=O)C)=O 1,6-Dimethyl-3-((4-((2-(methylsulfonyl)phenyl)amino)pyrimidin-2-yl)amino)-5,6,7,8-tetrahydro-1,6-Naphthyridine-2(1H)-one